1-ethyl-3-methyl-1H-pyrazole-carboxamide C(C)N1NC(C=C1)(C(=O)N)C